C(COCCOCCOCC)(N)N 3,6,9-trioxaundecanediamine